NC=1C=CC(=C2CN(C(C12)=O)CC(C(=O)C1=CC(=C(C=C1)OC)OC)=C)C=1C=C2C(=NNC2=CC1)C 7-amino-2-[3-(3,4-dimethoxyphenyl)-2-methylidene-3-oxopropyl]-4-(3-methyl-1H-indazol-5-yl)-2,3-dihydro-1H-isoindol-1-one